NCC(CC(=O)O)CCC 3-aminomethyl-caproic acid